NC1=NC(=C(C(=N1)O)C(F)(F)F)C1=C(C(=CC=C1C)C(F)(F)F)C 2-amino-6-[2,6-dimethyl-3-(trifluoromethyl)phenyl]-5-(trifluoromethyl)pyrimidin-4-ol